diethyl Hydroxymalonate OC(C(=O)OCC)C(=O)OCC